(2,6,10-triphenyl-9-anthracenyl)-bis(9-phenyl-9H-carbazol-3-yl)amine C1(=CC=CC=C1)C1=CC2=C(C3=CC=C(C=C3C(=C2C=C1)C1=CC=CC=C1)C1=CC=CC=C1)N(C=1C=CC=2N(C3=CC=CC=C3C2C1)C1=CC=CC=C1)C=1C=CC=2N(C3=CC=CC=C3C2C1)C1=CC=CC=C1